(2R,3S)-4-({3-[(1S)-1-[1-(tert-butoxycarbonyl)imidazol-4-yl]ethyl]-2-methylphenyl}-methoxy)-3-ethyl-2-[(3-methylimidazol-4-yl)methyl]-4-oxobutyl (9Z,12Z)-octadeca-9,12-dienoate C(CCCCCCC\C=C/C\C=C/CCCCC)(=O)OC[C@@H]([C@@H](C(=O)OCC1=C(C(=CC=C1)[C@H](C)C=1N=CN(C1)C(=O)OC(C)(C)C)C)CC)CC=1N(C=NC1)C